2-[5-(methoxymethoxy)-2-methyl-phenyl]-4,4,5,5-tetramethyl-1,3,2-dioxaborolane COCOC=1C=CC(=C(C1)B1OC(C(O1)(C)C)(C)C)C